N-(4-((4-((2-(6-methylpyridin-2-yl)pyrimidin-4-yl)amino)pyrimidin-2-yl)amino)phenyl)piperazine-1-carboxamide benzyl-(R)-(4,4-difluoro-1-hydroxybut-3-en-2-yl)carbamate C(C1=CC=CC=C1)N(C(O)=O)[C@@H](CO)C=C(F)F.CC1=CC=CC(=N1)C1=NC=CC(=N1)NC1=NC(=NC=C1)NC1=CC=C(C=C1)NC(=O)N1CCNCC1